(5-hydroxy-3,3-dimethylpentyl)carbamic acid benzyl ester C(C1=CC=CC=C1)OC(NCCC(CCO)(C)C)=O